COC1=C(C(=CC=C1)OC)C1=CC(=CC=C1)[C@H](CC(=O)[O-])NC(=O)NC=1C(N(C=C(C1[O-])C)C)=O.[Na+].[Na+] sodium (S)-3-(2',6'-dimethoxybiphenyl-3-yl)-3-(3-(1,5-dimethyl-4-oxido-2-oxo-1,2-dihydro pyridin-3-yl)ureido)propanoate